COC=1C=C2C(=CC=NC2=CC1OC)OC1=CC=C(C=C1)NC(/C(/C)=N/OC)=O (2E)-N-(4-{[6,7-bis(methyloxy)quinolin-4-yl]oxy}phenyl)-2-[(methyloxy)imino]propanamide